(R)-(1-(difluoromethyl)-1H-pyrazol-5-yl)(4-(6-fluoropyrazolo[1,5-a]pyridin-2-yl)-6,7-dihydro-1H-imidazo[4,5-c]pyridin-5(4H)-yl)methanone FC(N1N=CC=C1C(=O)N1[C@H](C2=C(CC1)NC=N2)C2=NN1C(C=CC(=C1)F)=C2)F